C(C)[C@H]1CC2=C(CNC1)N=C(C=C2)N (6S)-6-Ethyl-6,7,8,9-tetrahydro-5H-pyrido[2,3-c]azepin-2-amine